4-cyano-2-methoxy-6-methylphenyl trifluoromethanesulfonate FC(S(=O)(=O)OC1=C(C=C(C=C1C)C#N)OC)(F)F